4-(8-((6-((7-(Trifluoromethyl)quinolin-4-yl)thio)hexyl)amino)quinolin-5-yl)piperazine-1-carboxylic acid tert-butyl ester C(C)(C)(C)OC(=O)N1CCN(CC1)C1=C2C=CC=NC2=C(C=C1)NCCCCCCSC1=CC=NC2=CC(=CC=C12)C(F)(F)F